O1C(=CC=C1C(=O)O)C(=O)O.C(CCCCCCCCCCC)(N)N dodecandiamine 2,5-furandicarboxylate